tert-butyl 3-amino-2-[[3-[2-[2-[tert-butoxycarbonyl(methyl)amino] ethoxy]-3-fluoro-phenyl]phenyl]methyl]-4,4-difluoro-pyrrolidine-1-carboxylate NC1C(N(CC1(F)F)C(=O)OC(C)(C)C)CC1=CC(=CC=C1)C1=C(C(=CC=C1)F)OCCN(C)C(=O)OC(C)(C)C